CN(NC(=O)O[C@H]1C[C@H](CC1)C1=CC(=NN1)NC(=O)C1CC2=C(C=C(C(=C2C1)C=O)O)OC)C (1R,3S)-3-(3-(4-formyl-5-hydroxy-7-methoxy-2,3-dihydro-1H-indene-2-carboxamido)-1H-pyrazol-5-yl)cyclopentyl 2,2-dimethylhydrazine-1-carboxylate